BrC=1C(=CC(=NC1)Cl)N(C)C(C(F)(F)F)CCO[Si](C)(C)C(C)(C)C 5-bromo-N-(4-((tert-butyldimethylsilyl)oxy)-1,1,1-trifluorobutan-2-yl)2-chloro-N-methylpyridin-4-amine